C(C)N(C=1C=C(C=C(C(=O)OCCC)C#N)C=CC1)CC n-propyl 3-diethylamino-α-cyanocinnamate